C(C)N1N=C(C(=C1)C1=NC(=NC=C1)NC1=CC(=CC=C1)CN1CCOCC1)C=1C=NC=CC1 4-(1-ethyl-3-(pyridin-3-yl)-1H-pyrazol-4-yl)-N-(3-(morpholinomethyl)phenyl)pyrimidin-2-amine